4-amino-2-(4,4-difluoropiperidin-1-yl)benzonitrile-1-d NC1=CC(C(C#N)(C=C1)[2H])N1CCC(CC1)(F)F